C(C)OC(CCCCC(C(=O)O)=O)=O 7-ethoxy-2,7-dioxoheptanoic acid